FC=1C=CC(=C2C=C(N(C12)CCNC1=CC(=NC=N1)C1=CC(=C(C=C1)O)OC(F)(F)F)C)OC 4-{6-[2-(7-Fluoro-4-methoxy-2-methyl-indol-1-yl)-ethylamino]-pyrimidin-4-yl}-2-trifluoromethoxy-phenol